OC1=C(C(=O)NCCN2CCOCC2)C=CC=C1 2-hydroxy-N-(2-morpholin-4-yl-ethyl)-benzamide